6-Bromo-3-(4,4-dimethyl-2-oxo-3,4-dihydro-2H-pyran-6-yl)-1-methyl-1H-indazole 2-oxide BrC1=CC=C2C(=[N+](N(C2=C1)C)[O-])C1=CC(CC(O1)=O)(C)C